Cl.Cl.N(=NC(C)(C)C(N)=N)C(C)(C)C(N)=N 2,2'-azobis(2-Amidinopropane) dihydrochloride